ClC=1C(=NN2C1CNCC(C2)(F)F)C(=O)OCC Ethyl 3-chloro-7,7-difluoro-4,5,6,8-tetrahydropyrazolo[1,5-a][1,4]diazepine-2-carboxylate